ClC1=NC=C(C(=N1)N1CCC(CC1)(C)NS(=O)(=O)C1CC1)Cl N-(1-(2,5-dichloropyrimidin-4-yl)-4-methylpiperidin-4-yl)cyclopropanesulfonamide